3-(5-Amino-2-(pyridin-2-ylmethyl)-8-(pyrimidin-4-yl)-[1,2,4]triazolo[1,5-c]pyrimidin-7-yl)benzonitrile NC1=NC(=C(C=2N1N=C(N2)CC2=NC=CC=C2)C2=NC=NC=C2)C=2C=C(C#N)C=CC2